racemic-tetrahydrofurancarboxylic acid O1[C@H](CCC1)C(=O)O |r|